(S)-4-(3-(2,2-difluoroethyl)morpholino)-2-fluoro-6-methylbenzoic acid FC(C[C@H]1COCCN1C1=CC(=C(C(=O)O)C(=C1)C)F)F